O[C@H](CCNC(OC(C)(C)C)=O)C[C@@H](C(N[C@H](C=O)C)=O)NC(OC(C)(C)C)=O di-tert-butyl ((3R,5S)-3-hydroxy-6-oxo-6-(((S)-1-oxopropan-2-yl)amino)hexane-1,5-diyl)dicarbamate